CSCCCNCC(=O)O N-3-(methylthio)propyl-glycine